cis-N1-(5-(3-chloroimidazo[1,2-a]pyrimidin-6-yl)pyrrolo[2,1-f][1,2,4]triazin-2-yl)-N3,N3-dimethylcyclobutane-1,3-diamine ClC1=CN=C2N1C=C(C=N2)C=2C=CN1N=C(N=CC12)N[C@@H]1C[C@@H](C1)N(C)C